C(CCCCCCCCCCC)(=O)NCCC(=O)[O-] N-lauroyl-β-alaninate